6Z-nonenol C(=CCCCCCCC)O